3,3'-Dihydroxy-4,4'-diamino-biphenyl OC=1C=C(C=CC1N)C1=CC(=C(C=C1)N)O